methyl 1-[3-[(3-sulfamoylphenyl) carbamoyl]-5-(trifluoro-methyl)-2-pyridyl]-piperidine-4-carboxylate S(N)(=O)(=O)C=1C=C(C=CC1)NC(=O)C=1C(=NC=C(C1)C(F)(F)F)N1CCC(CC1)C(=O)OC